ClC1=NN2C(C(=N1)NCC1=NSC=C1)=CC=C2C 2-chloro-N-(isothiazol-3-ylmethyl)-7-methylpyrrolo[2,1-f][1,2,4]triazin-4-amine